1-(3-bromophenyl)cyclopropanecarboxamide BrC=1C=C(C=CC1)C1(CC1)C(=O)N